2-(tert-butyl)-9,10-bis(2-naphthylmethoxy)anthracene C(C)(C)(C)C1=CC2=C(C3=CC=CC=C3C(=C2C=C1)OCC1=CC2=CC=CC=C2C=C1)OCC1=CC2=CC=CC=C2C=C1